NC=1C=CC(=NC1OC)C1=CC=CC2=C1O[C@@H](CO2)C[NH-] [(R)-8-(5-amino-6-methoxy-pyridin-2-yl)-2,3-dihydro-benzo[1,4]dioxin-2-ylmethyl]-amid